(R)-N-(4-(3-((4-(1H-pyrazol-4-yl)pyrimidin-2-yl)amino)pyrrolidine-1-carbonyl)phenyl)propionamide N1N=CC(=C1)C1=NC(=NC=C1)N[C@H]1CN(CC1)C(=O)C1=CC=C(C=C1)NC(CC)=O